N-[(1R,3S)-3-{[2-(trifluoromethyl)quinolin-4-yl]amino}cyclohexyl]-1H-pyrrolo[2,3-b]pyridine-4-carboxamide FC(C1=NC2=CC=CC=C2C(=C1)N[C@@H]1C[C@@H](CCC1)NC(=O)C=1C2=C(N=CC1)NC=C2)(F)F